4-(5-(3-((2-(4-((7-(diethylamino)-2-oxo-2H-benzopyran-4-yl)methoxy)-4-oxobutanoyl)-6-methoxybenzo[b]selenophen-5-yl)oxy)propoxy)-6-methoxybenzo[b]selenophen-2-yl)-4-oxobutanoic acid C(C)N(C1=CC2=C(C(=CC(O2)=O)COC(CCC(=O)C2=CC3=C([Se]2)C=C(C(=C3)OCCCOC3=CC2=C([Se]C(=C2)C(CCC(=O)O)=O)C=C3OC)OC)=O)C=C1)CC